6,7-dimethoxy-2-methyl-N-[1-(5-phenylthiophen-2-yl)ethyl]-quinazolin-4-amine COC=1C=C2C(=NC(=NC2=CC1OC)C)NC(C)C=1SC(=CC1)C1=CC=CC=C1